N-(5-((6-((R)-3-(3,5-difluorophenyl)isoxazolidine-2-yl)pyrimidine-4-yl)amino)-2-(4-((1R,4R)-5-ethyl-2,5-diazabicyclo[2.2.1]heptane-2-yl)piperidine-1-yl)-4-methoxyphenyl)acrylamide FC=1C=C(C=C(C1)F)[C@@H]1N(OCC1)C1=CC(=NC=N1)NC=1C(=CC(=C(C1)NC(C=C)=O)N1CCC(CC1)N1[C@H]2CN([C@@H](C1)C2)CC)OC